2-chloro-5-{[(cyclopropylsulfonyl)amino]methyl}-N-{1-[3-(trifluoromethyl)phenyl]-1H-indazol-4-yl}benzamide ClC1=C(C(=O)NC2=C3C=NN(C3=CC=C2)C2=CC(=CC=C2)C(F)(F)F)C=C(C=C1)CNS(=O)(=O)C1CC1